(s)-((2S,3S,4S,5S)-5-(4-amino-6-bromo-5-carbamoyl-1H-pyrrolo[2,3-d]pyrimidin-1-yl)-3,4-dihydroxytetrahydrofuran-2-yl)methyl (3S,5S,7S)-adamantane-1-carboxylate C12(CC3CC(CC(C1)C3)C2)C(=O)OC[C@@H]2O[C@@H]([C@H]([C@@H]2O)O)N2C=NC(=C3C2=NC(=C3C(N)=O)Br)N